4-(trifluoromethyl)-6-(1-(((1R,3R)-3-(4-(5-(trifluoromethyl)pyrimidin-2-yl)piperazine-1-carbonyl)cyclobutyl)amino)ethyl)pyridazin-3(2H)-one FC(C=1C(NN=C(C1)C(C)NC1CC(C1)C(=O)N1CCN(CC1)C1=NC=C(C=N1)C(F)(F)F)=O)(F)F